COC1=CC=C(C=C1)C=1N=C2N(C(C1)=O)C=C(C=C2)N2C[C@@H](NCC2)C 2-(4-Methoxyphenyl)-7-[(3S)-3-methylpiperazin-1-yl]-4H-pyrido[1,2-a]pyrimidin-4-one